5-(3,5-dimethyl-4-(4-methylpiperazin-1-yl)phenyl)-3-iodo-1-tosyl-1H-pyrrole CC=1C=C(C=C(C1N1CCN(CC1)C)C)C1=CC(=CN1S(=O)(=O)C1=CC=C(C)C=C1)I